NC1=CC=C(C(=N1)C)CNC([C@H](C)NC(=O)[C@@H]1N(C[C@H](C1)CC1=CC(=CC=C1)C(=O)N1CCC1)C(=O)OC(C)(C)C)=O tert-Butyl (2R,4S)-2-(((S)-1-(((6-amino-2-methylpyridin-3-yl)methyl)amino)-1-oxopropan-2-yl)carbamoyl)-4-(3-(azetidine-1-carbonyl)benzyl)pyrrolidine-1-carboxylate